ClC1=C(C=C(C=C1)N1CC2(C3=NC(=CC=C31)C(=O)N3C(CN(CC3)C3=NC(=C(C(=O)O)C(=C3)C)C)(C)C)CC(C2)C)F 6-(4-((1s,3s)-1'-(4-chloro-3-fluorophenyl)-3-methyl-1',2'-dihydrospiro[cyclobutane-1,3'-pyrrolo[3,2-b]pyridine]-5'-carbonyl)-3,3-dimethylpiperazin-1-yl)-2,4-dimethylnicotinic acid